4-hydroxy-1-methyl-3-[4-(trifluoromethyl)pyridin-2-yl]Imidazoline-2-one OC1N(C(N(C1)C)=O)C1=NC=CC(=C1)C(F)(F)F